2-(5-amino-2,4-dichlorophenyl)-4-(difluoromethyl)-2,4-dihydro-5-methyl-3H-1,2,4-triazol-3-one NC=1C(=CC(=C(C1)N1N=C(N(C1=O)C(F)F)C)Cl)Cl